C(#N)C=1C(=NC=CC1C=1OC2=C(N1)C=C(C=C2C#N)C=O)C2=C(C(=CC=C2)NC=2N=CC=C1C=C(C=NC21)CN2CC(CC2)O)C 2-(3-cyano-2-(3-((3-((3-hydroxypyrrolidin-1-yl)methyl)-1,7-naphthyridin-8-yl)amino)-2-methylphenyl)pyridin-4-yl)-5-formylbenzo[d]oxazole-7-carbonitrile